N,N1-Bis-(3-chloro-4-fluorophenyl)-6-pyrrolidin-1-yl-[1,3,5]triazine-2,4-diamine ClC=1C=C(C=CC1F)NC1N(C(=NC(=N1)N)N1CCCC1)C1=CC(=C(C=C1)F)Cl